S1C(=CC=C1)C1=C(C(=NN1)C(F)(F)F)C#N 5-(thien-2-yl)-3-(trifluoromethyl)-1H-pyrazole-4-carbonitrile